5-(4-(1-((5-(2-chloropyrimidin-5-yl)thiazolo[5,4-b]pyridin-2-yl)oxy)ethyl)piperidin-1-yl)-3-isopropyl-1,2,4-oxadiazol ClC1=NC=C(C=N1)C1=CC=C2C(=N1)SC(=N2)OC(C)C2CCN(CC2)C2=NC(=NO2)C(C)C